C(C)C=1C=CC=C2C=C(C=C(C12)C1=C(C=2N=C(N=C(C2C=N1)N1CC2CCC(C1)N2C(=O)OC(C)(C)C)OCC2(CC2)CO)F)OCOC tert-butyl 3-[7-[8-ethyl-3-(methoxymethoxy)-1-naphthyl]-8-fluoro-2-[[1-(hydroxymethyl)cyclopropyl]methoxy]pyrido[4,3-d]pyrimidin-4-yl]-3,8-diazabicyclo[3.2.1]octane-8-carboxylate